C(=O)C1=C(C=C(C=C1)C(C#N)(C)C)[N+](=O)[O-] 2-(4-formyl-3-nitro-phenyl)-2-methyl-propanenitrile